C[N-]CCC(C)(C)C N,3,3-trimethylbutylamide